2-(4-chloro-2-ethoxyphenyl)-N-((2-(2,6-dioxopiperidin-3-yl)-1-oxoisoindol-5-yl)methyl)-2,2-difluoroacetamide ClC1=CC(=C(C=C1)C(C(=O)NCC=1C=C2CN(C(C2=CC1)=O)C1C(NC(CC1)=O)=O)(F)F)OCC